iodovaleric anhydride IC(C(=O)OC(C(CCC)I)=O)CCC